BrC1=C2CN(C(C2=CC=C1CN(C)C1CCN(CC1)C1=CC=C(C=C1)[C@H]1[C@H](COC2=CC(=CC=C12)O)C1=CC=CC=C1)=O)C1C(NC(CC1)=O)=O 3-(4-bromo-5-(((1-(4-((3S,4R)-7-hydroxy-3-phenylchroman-4-yl)phenyl)piperidin-4-yl)(methyl)amino)methyl)-1-oxoisoindolin-2-yl)piperidine-2,6-dione